COC1=CC=C(CN(C2=CC(=C(C=C2)N=C(N)C2=C(C=3N(N=C2)C=C(C3)C=3C=NN(C3)C)N[C@@H]3CC[C@H](CC3)NC(OC(C)(C)C)=O)Cl)CC3=CC=C(C=C3)OC)C=C1 tert-butyl (trans-4-((3-(N'-(4-(bis(4-methoxybenzyl)amino)-2-chlorophenyl)carbamimidoyl)-6-(1-methyl-1H-pyrazol-4-yl)pyrrolo[1,2-b]pyridazin-4-yl)amino)-cyclohexyl)carbamate